CC1([C@@H]2CC=3C=C(N=CC3[C@H]1C2)C=2SC=CC2)C (6S,8S)-7,7-dimethyl-3-(thiophene-2-yl)-5,6,7,8-tetrahydro-6,8-methyleneisoquinoline